thymin N1C(=O)NC(=O)C(C)=C1